P(=O)(OCCC#N)(OCCC#N)Cl di(2-cyanoethyl) chlorophosphate